[C@H]1([C@H](O)[C@@H](O)[C@H](O)[C@H](O1)CO)OC[C@]1(O)[C@@H](O)[C@H](O)[C@H](O1)CO 1-O-α-D-glucopyranosyl-β-D-fructose